C(C1=CC=CC=C1)(=O)OC[C@H]1O[C@@]([C@H]2[C@@H]1OC(O2)(C)C)(C=O)N2C(NC(C=C2)=O)=O [(3aR,4S,6R,6aR)-4-(2,4-dioxopyrimidin-1-yl)-4-formyl-2,2-dimethyl-6,6a-dihydro-3aH-furo[3,4-d][1,3]dioxol-6-yl]methyl benzoate